C(C1=CC=CC=C1)N1C(N(CC1)CC1=CC=CC=C1)=O 1,3-dibenzyl-imidazoline-2-one